FC1=CC=C(C(=O)NC2=CC=CC(=N2)C(=O)C2CC3(CN(C3)C(=O)OC(C)(C)C)C2)C=C1 Tert-butyl 6-(6-((4-fluorobenzoyl) amino) pyridine-2-carbonyl)-2-azaspiro[3.3]heptane-2-carboxylate